[N+](=O)([O-])C1=CC=C(C=C1)C=1CCN(CC1)S(=O)(=O)NC(OC(C)(C)C)=O tert-butyl ((4-(4-nitrophenyl)-3,6-dihydropyridin-1(2H)-yl)sulfonyl)carbamate